ClC1=CC=C(C=C1)SC1=CNC2=C1N=C(N=C2)C2=C(C=CC=C2)C(F)(F)F 7-(4-chlorophenyl)sulfanyl-2-[2-(trifluoromethyl)phenyl]-5H-pyrrolo[3,2-d]pyrimidine